CC=1C(=C(C=C(C1)C(C)(C)C)C1=C(C(=O)[O-])C=CC(=C1)F)C1=C(C(=O)[O-])C=CC(=C1)F 3-methyl-5-tert-butyl-1,2-phenylenebis(4-fluorobenzoate)